ClN1C(=O)N(C(=O)C1(C)C)Cl 1,3-DICHLORO-5,5-DIMETHYL-HYDANTOIN